C(CCCCCCCCC(C)C)C(CCC)(CCC)CCCCCCCCCC(C)C di(isododecyl)heptane